C(C)S(=O)(=O)N1CC(C1)(N1N=CC(=C1)N1C(=NC=2C1=C1C(=NC2)NC=C1)C=1SC(=CC1)C)CC#N 2-(1-(ethylsulfonyl)-3-(4-(2-(5-methylthiophen-2-yl)imidazo[4,5-d]pyrrolo[2,3-b]pyridine-1(6H)-yl)-1H-pyrazol-1-yl)azetidin-3-yl)acetonitrile